(R)-1,4-benzodioxan-2-carboxylic acid O1[C@H](COC2=C1C=CC=C2)C(=O)O